2-(tert-hexyldimethylsilyl)-oxyethyltriflate C(C)(C)(CCC)[Si](OCCOS(=O)(=O)C(F)(F)F)(C)C